1-ethyl-6-fluoro-4-oxo-7-piperazin-1-yl-quinoline-3-carboxylic acid C(C)N1C=C(C(C2=CC(=C(C=C12)N1CCNCC1)F)=O)C(=O)O